(3,5-difluoro-4-((8-methoxy-2-oxo-2H-[1,3]oxazino[5,4-c][1,8]naphthyridine-1(4H)-yl)methyl)phenyl)phosphonic acid diethyl ester C(C)OP(OCC)(=O)C1=CC(=C(C(=C1)F)CN1C(OCC=2C=NC=3N=C(C=CC3C21)OC)=O)F